FC=1C=C2C=CNC2=CC1C1=CC=CC=C1 5-fluoro-6-phenyl-1H-indole